(S)-5-benzyl-4-cyano-N-(5-methyl-4-oxo-2,3,4,5-tetrahydropyrido[3,2-b][1,4]oxazepin-3-yl)thiazole-2-carboxamide C(C1=CC=CC=C1)C1=C(N=C(S1)C(=O)N[C@@H]1C(N(C2=C(OC1)C=CC=N2)C)=O)C#N